CS(=O)(=O)OCC1CC(CCC1)(O[Si](C)(C)C)C(F)(F)F [3-(Trifluoromethyl)-3-trimethylsilyloxycyclohexyl]methyl methanesulfonate